O=C1[C@H]2N(C3=CC=CC=C3N1CC#N)CN(C2)C2=CC=CC=C2 (S)-2-(4-oxo-2-phenyl-2,3,3a,4-tetrahydroimidazo[1,5-a]quinoxalin-5(1H)-yl)acetonitrile